trimethylsilyl-thiopropyl-methyldiethoxysilane C[Si](SCCC[Si](OCC)(OCC)C)(C)C